CC1N(CC1)C=1N=C(C2=C(N1)CCC2)C2=CC(=CC=C2)[S@@](=O)C (S)-2-(2-methylazetidin-1-yl)-4-(3-(methylsulfinyl)phenyl)-6,7-dihydro-5H-cyclopenta[d]pyrimidine